N-[[6-(4-bromo-2-methoxy-6-methyl-phenyl)pyridazin-3-yl]methyl]tetrahydropyran-4-amine BrC1=CC(=C(C(=C1)C)C1=CC=C(N=N1)CNC1CCOCC1)OC